dispiro[2.0.2.3]nonane C1CC12C1(CC1)CCC2